C(#N)C=1C=NN2C1C(=CC(=C2)C=2C=NN(C2)C)C=2C=NN(C2)C(=O)NCC=2C=NC(=CC2)OC 4-(3-cyano-6-(1-methyl-1H-pyrazol-4-yl)pyrazolo[1,5-a]pyridin-4-yl)-N-((6-methoxypyridin-3-yl)methyl)-1H-pyrazole-1-carboxamide